bromo-2-(3-(chloromethyl)phenyl)pyrimidine BrC1=NC(=NC=C1)C1=CC(=CC=C1)CCl